CC(CCCCCCC)(C)N 1,1-dimethyl-1-octylamine